CN(CCOCCCS(=O)(=O)[O-])C1=NC(=NC(=C1)C)NC1=CC=C(C=C1)NC(CC1=CC=CC=C1)=O 2-[2-[methyl-[6-methyl-2-[4-[(2-phenylacetyl)amino]anilino]pyrimidin-4-yl]amino]ethoxy]ethylmethanesulfonate